(o-nitrobenzyloxy)vinyldiphenylsilane [N+](=O)([O-])C1=C(COC=C[SiH](C2=CC=CC=C2)C2=CC=CC=C2)C=CC=C1